ClC1=CC2=C(C(=N1)C1CC1)CN(C2=O)C2=CC(=CC=C2)C2(COC2)CC2=NN=CN2C 6-chloro-4-cyclopropyl-2-(3-{3-[(4-methyl-1,2,4-triazol-3-yl)methyl]oxetan-3-yl}phenyl)-3H-pyrrolo[3,4-c]pyridin-1-one